FC(OC1=C(C=CC=C1)C1=NN2C(=NC=3C=CC=CC3C2=N1)N[C@H]1C(NCCCC1)=O)(F)F (3R)-3-({2-[2-(trifluoromethoxy)phenyl][1,2,4]triazolo[1,5-c]quinazolin-5-yl}amino)azepan-2-one